C(C=C)(=O)N1[C@@H](CN(CC1)C1CN(C1)C1=CC(=NC(=C1C#N)C(F)(F)F)N1CCC(CC1)C1=C(C=NN1C)C)CC#N (R)-4-(3-(4-acryloyl-3-(cyanomethyl)piperazin-1-yl)azetidin-1-yl)-6-(4-(1,4-dimethyl-1H-pyrazol-5-yl)piperidin-1-yl)-2-(trifluoromethyl)nicotinonitrile